C1(CCCC1)N1C(C(=CC2=C1N=C(N=C2)NC2CCN(CC2)S(=O)(=O)C(C)C)CCO)=O 8-cyclopentyl-6-(2-hydroxyethyl)-2-{[1-(propane-2-ylsulfonyl)piperidin-4-yl]amino}pyrido[2,3-d]pyrimidin-7(8H)-one